N[C@H](C(=O)OCC#N)CC1=CC=C(C=C1)I (S)-Cyanomethyl 2-amino-3-(4-iodophenyl)propanoate